8-(oxetan-3-ylmethoxy)-2,6-dihydropyrido[3,4-d]pyridazin-1,7-dione O1CC(C1)COC=1C(NC=C2C=NNC(C21)=O)=O